C(C)OC(OCC)[SiH2]CCCNC(\C=C/C(=O)O)=O (2Z)-4-[[3-(diethoxymethylsilyl)propyl]amino]-4-oxo-2-butenoic acid